C(CCCCC=C)[Si](OCC)(OCC)C 6-heptenylmethyldiethoxysilane